(1R,5S)-6,6-dimethyl-3-azabicyclo[3.1.0]Hexane CC1([C@H]2CNC[C@@H]12)C